N1(CCNCC1)C1CCC(CC1)C(=O)OC(C)(C)C tert-butyl 4-(piperazin-1-yl)cyclohexane-1-carboxylate